magnesium-calcium hydride [H-].[Ca+2].[Mg+2].[H-].[H-].[H-]